P(=O)(OCCCCCCCCCCCC)(OCCCCCCCCCCCC)OCCCCCCCCCCCC tri-lauryl phosphate